4,4'-biphenyldiol C1(=CC=C(C=C1)O)C1=CC=C(C=C1)O